4-(azetidin-3-yl)-2,6-dimethylbenzaldehyde TFA salt OC(=O)C(F)(F)F.N1CC(C1)C1=CC(=C(C=O)C(=C1)C)C